ClC1=CC2=C(S1)C1(CC(NC(C1)C)C#C)OCC2(F)F 2-chloro-2'-ethynyl-4,4-difluoro-6'-methyl-spiro[5H-thieno[2,3-c]pyran-7,4'-piperidine]